CC1=C(C=NC=C1C)C1=NC(=NC(=N1)C1=NC(=CC=C1)C(F)(F)F)NC1=CC(=NC=C1)C(F)(F)F 4-(4,5-dimethylpyridin-3-yl)-6-(6-(trifluoromethyl)pyridin-2-yl)-N-(2-(trifluoromethyl)pyridin-4-yl)-1,3,5-triazin-2-amine